C(CCCCCCC\C=C/C\C=C/CCCCC)(=O)OCCCCCCCCCCCCCCCCCCCCCCCCCCCCCCCCCCCCC(CC)C 37-methylnonatriacontyl linoleate